1-(1-iodo-3-morpholino-5,6-dihydroimidazo[1,5-a]pyrazin-7(8H)-yl)ethanone IC=1N=C(N2C1CN(CC2)C(C)=O)N2CCOCC2